2,3-di-sec-butyl-2-cyano-butanedioic acid-1,4-bis-(2-methoxyethyl) ester COCCOC(C(C(C(=O)OCCOC)C(C)CC)(C#N)C(C)CC)=O